5-(2-fluoro-6-hydroxy-4-(((6-methoxypyrazin-2-yl)amino)methyl)phenyl)-1,2,5-thiadiazolidin-3-one 1,1-dioxide FC1=C(C(=CC(=C1)CNC1=NC(=CN=C1)OC)O)N1CC(NS1(=O)=O)=O